C(CCCCCCCCCC=1C(=O)NC(C1)=O)C=1C(=O)NC(C1)=O (1,10-decanediyl)bismaleimide